The molecule is a catechol bearing an additional fluoro substituent at position 3. It has a role as a bacterial xenobiotic metabolite and a fungal xenobiotic metabolite. It is a member of catechols, a member of monofluorobenzenes and a fluorophenol. C1=CC(=C(C(=C1)F)O)O